ClC=1SC2=C(N1)C=CC=C2F 2-chloro-7-fluoro-1,3-benzothiazole